methyl 4-(3-((6-chloro-4-ethoxypyridin-3-yl) carbamoyl)-3-(2-isopropylphenyl) azetidin-1-yl)-2,2-dimethylbutyrate ClC1=CC(=C(C=N1)NC(=O)C1(CN(C1)CCC(C(=O)OC)(C)C)C1=C(C=CC=C1)C(C)C)OCC